3-(cyclohexyl-(hydroxy)methyl)-1-isopropylquinoxalin-2(1H)-one C1(CCCCC1)C(C=1C(N(C2=CC=CC=C2N1)C(C)C)=O)O